O=C1NC(C2=C(N1)C(=CO2)C=2C=C(C=CC2)NC(C2=CC=C(C=C2)OCCN2CCCCC2)=O)=O N-(3-(2,4-dioxo-1,2,3,4-tetrahydrofuro[3,2-d]pyrimidin-7-yl)phenyl)-4-(2-(piperidin-1-yl)ethoxy)benzamide